2-(cyclobutylamino)-N-(2-hydroxy-3-{1H,2H,3H,4H,5H-pyrido[4,3-b]indol-2-yl}propyl)-6-(4-methylpiperazin-1-yl)pyridine-4-carboxamide C1(CCC1)NC1=NC(=CC(=C1)C(=O)NCC(CN1CC2=C(NC=3C=CC=CC23)CC1)O)N1CCN(CC1)C